[4-(3-chloro-2-fluoro-anilino)-6-nitro-quinazolin-7-yl]trifluoromethanesulfonate ClC=1C(=C(NC2=NC=NC3=CC(=C(C=C23)[N+](=O)[O-])OS(=O)(=O)C(F)(F)F)C=CC1)F